BrC1=CC=C(CN2N=CC3=CC(=CC=C23)C(=O)O)C=C1 1-(4-Bromobenzyl)-1H-indazole-5-carboxylic acid